2-(4-cyano-5-(trifluoromethyl)pyridin-2-yl)-N-hydroxy-1,1-dimethylisoindoline-4-carboxamide C(#N)C1=CC(=NC=C1C(F)(F)F)N1C(C=2C=CC=C(C2C1)C(=O)NO)(C)C